(2S,4R)-4-(2-((3-methyl-4-(1-methyl-1H-indazol-4-yl)phenyl)amino)-2-oxoethyl)-1-(2-methylbenzofuro[3,2-d]pyrimidin-4-yl)pyrrolidine CC=1C=C(C=CC1C1=C2C=NN(C2=CC=C1)C)NC(C[C@H]1CCN(C1)C=1C2=C(N=C(N1)C)C1=C(O2)C=CC=C1)=O